6-(8-(benzo[d]thiazol-2-ylcarbamoyl)-3,4-dihydroisoquinolin-2(1H)-yl)-3-(1-(2-methoxy-2-oxo-1-phenylethyl)-1H-pyrazol-4-yl)picolinic acid tert-butyl ester C(C)(C)(C)OC(C1=NC(=CC=C1C=1C=NN(C1)C(C(=O)OC)C1=CC=CC=C1)N1CC2=C(C=CC=C2CC1)C(NC=1SC2=C(N1)C=CC=C2)=O)=O